ClC=1C(=NC(=NC1)N1CCC(CC1)C(=O)O)NC=1C=C2C=C(C(N(C2=CC1)C)=O)OCC(=O)NC 1-(5-chloro-4-((1-methyl-3-(2-(methylamino)-2-oxoethoxy)-2-oxo-1,2-dihydroquinolin-6-yl)amino)pyrimidin-2-yl)piperidine-4-carboxylic acid